[Ca].[Si].[Cu] copper-silicon-calcium